CC1(N2C3=NC(=CC=C3CN[SH4]C3=CC=C(OCCCC(C1)C2)C=C3)N3N=C(C=C3)OCCC3(CC3)C(F)(F)F)C 12,12-dimethyl-8-(3-{2-[1-(trifluoromethyl)cyclopropyl]ethoxy}-1H-pyrazol-1-yl)-18-oxa-2λ6-thia-3,9,11-triazatetracyclo[17.2.2.111,14.05,10]tetracosa-1(21),5,7,9,19,22-hexaene